ClC=1C=CC(=C(C1)S(=O)(=O)[N-]C1=CC=2C=3N(CCOC2N=C1)N=CC3)OC.[K+] potassium [(5-chloro-2-methoxyphenyl)sulfonyl](5,6-dihydropyrazolo[1,5-d]pyrido[3,2-f][1,4]oxazepin-10-yl)azanide